BrC=1C(=CSC1)CNCCO 2-(((4-bromothiophen-3-yl)methyl)amino)ethan-1-ol